2,4-difluoro-3-(2-([1-(2-methoxyethyl)piperidin-4-yl]aminoquinazolin-6-yl)phenyl)-1-hydroxy-1-methyl-2,3-dihydroindene-4-sulfonamide FC1C(C2=CC=CC(C2C1C1=C(C=CC=C1)C=1C=C2C=NC(=NC2=CC1)NC1CCN(CC1)CCOC)(S(=O)(=O)N)F)(C)O